(1R,4S)-2-((S)-3-(9H-carbazol-9-yl)-2-hydroxypropyl)-2-azabicyclo[2.2.1]heptan-3-one C1=CC=CC=2C3=CC=CC=C3N(C12)C[C@@H](CN1[C@@H]2CC[C@H](C1=O)C2)O